CC=1C2=C(SC1C=1N=CSC1)C=CC=C2 4-(3-methylbenzo[b]thiophen-2-yl)thiazol